N-(2-hydroxyethyl)undecanamide OCCNC(CCCCCCCCCC)=O